[Au].O1CCOC12CC(=CCC2)CO (1,4-Dioxaspiro[4.5]dec-7-en-7-yl)methanol gold